BrC1=C(C(=O)NC2=CC(=C(C=C2)NC2=NC=NC3=CC(=C(C=C23)OC)OCC2CCN(CC2)C)F)C=CC=C1 bromo-N-(3-fluoro-4-((6-methoxy-7-((1-methylpiperidin-4-yl)methoxy)quinazolin-4-yl)amino)phenyl)benzamide